2-(4'-(2-(1H-1,2,3-triazol-1-yl)ethoxy)-[1,1'-biphenyl]-4-yl)-2-methylpropionic acid N1(N=NC=C1)CCOC1=CC=C(C=C1)C1=CC=C(C=C1)C(C(=O)O)(C)C